1-chloroadamantan-2-amine ClC12C(C3CC(CC(C1)C3)C2)N